C(CCCCCCCCCCCCC)(=O)[O-].C(CCCCCCCCCCCCC)(=O)[O-].C(CCCCCCCCCCCCC)(=O)[O-].[Al+3] aluminum trimyristate